CC=1NC=CC1 2-Methyl-1H-pyrrole